3-(1-methyl-1H-indazol-3-yl)-6-{4-[4-(propan-2-yl)piperazin-1-yl]phenyl}-1,2-dihydro-quinolin-2-one CN1N=C(C2=CC=CC=C12)C=1C(NC2=CC=C(C=C2C1)C1=CC=C(C=C1)N1CCN(CC1)C(C)C)=O